[2-(2,5-dimethoxy-4-nitrophenyl)ethyl][(3-methylphenyl)methyl]amine COC1=C(C=C(C(=C1)[N+](=O)[O-])OC)CCNCC1=CC(=CC=C1)C